COC(C1=CC(=C(C=C1)N)NC[C@H]1OCC1)=O.FC=1C(=NC=CC1)CNC(=O)C1=CN=CO1 N-((3-fluoropyridin-2-yl)methyl)oxazole-5-carboxamide Methyl-(S)-4-amino-3-((oxetan-2-ylmethyl)amino)benzoate